4-(2-fluorobenzyl)-1H-pyrazole FC1=C(CC=2C=NNC2)C=CC=C1